ClC=1C(=C(C=CC1F)C1(CNC(C2=CN=CC(=C12)F)=O)C)F 4-(3-chloro-2,4-difluorophenyl)-5-fluoro-4-methyl-3,4-dihydro-2,7-naphthyridin-1(2H)-one